methyl-3-(2-chloro-4-pyrimidinyl)-6-chloroindole CC=1NC2=CC(=CC=C2C1C1=NC(=NC=C1)Cl)Cl